(S)-N-(6-(4-((tert-butyldimethylsilyl)oxy)cyclohex-1-en-1-yl)thiazolo[4,5-c]pyridin-2-yl)-2'-chloro-5'-methoxy-6-methyl-[4,4'-bipyridine]-3-carboxamide [Si](C)(C)(C(C)(C)C)O[C@@H]1CC=C(CC1)C1=CC2=C(C=N1)N=C(S2)NC(=O)C=2C=NC(=CC2C2=CC(=NC=C2OC)Cl)C